C1(CC1)S(=O)(=O)N1N=CC(=C1)C1=NC=CC(=N1)C1(NC=C(C(=C1)NC(C)C)C1=CCCCO1)N 2-(2-(1-(Cyclopropylsulfonyl)-1H-pyrazol-4-yl)pyrimidin-4-yl)-5-(3,4-dihydro-2H-pyran-6-yl)-N4-isopropylpyridine-2,4-diamine